C[C@@H]([C@@H](C)S(=O)(=O)N)CC=C (2R,3R)-3-METHYLHEX-5-ENE-2-SULFONAMIDE